FC1=C(C=C(C(=C1)C1=NC(=CC=C1)OCC1=C(C=C(C=C1)C=1N(C=NC1)C)F)F)CC=1N(C2=C(N1)C=CC(=C2)C(=O)OC(C)(C)C)CCOC tert-butyl 2-[[2,5-difluoro-4-[6-[[2-fluoro-4-(3-methylimidazol-4-yl)phenyl]methoxy]-2-pyridyl]phenyl]methyl]-3-(2-methoxyethyl)benzimidazole-5-carboxylate